BrC=1C=2C=C3N(C2C(=C(C1)Cl)Cl)CCN(C3)C(NN)=S 9-Bromo-6,7-dichloro-3,4-dihydro-1H-pyrazino[1,2-a]indole-2-carbothiohydrazide